2-(cyclopentylmethylene)naphthalene azabicyclo[3.1.1]heptane-3-carboxylate N12CC(CC(C1)C2)C(=O)O.C2(CCCC2)C=C2CC1=CC=CC=C1C=C2